(5aS,6aR)-5a-(3-chloro-2,6-difluorophenyl)-1-(3-(pyrrolidin-1-yl)propyl)-5,5a,6,6a-tetrahydrocyclopropa[3,4]pyrrolo[1,2-c]imidazole-3(2H)-thione ClC=1C(=C(C(=CC1)F)[C@]12[C@H](C=3N(C(NC3CCCN3CCCC3)=S)C1)C2)F